FC=1C=CC(=C(C(=O)O)C1)SCC1=CC=C(C=C1)OC 5-fluoro-2-[(4-methoxyphenyl)Methylthio]benzoic acid